FC(OC1=CC=C(C=C1)S(=O)(=O)N1CC2(C1)CN(C2)C(=O)N2CC1(C2)NC(CC1)=O)(F)F 2-[2-[4-(trifluoromethoxy)phenyl]sulfonyl-2,6-diazaspiro[3.3]heptane-6-carbonyl]-2,5-diazaspiro[3.4]octan-6-one